C(C)C1=C(C=C(C=C1F)C1CCOCC1)[C@H](C(=O)O)N1C[C@@H](CC1)N(CCCCCC1=NC=2NCCCC2C=C1)C (R)-2-(2-ethyl-3-fluoro-5-(tetrahydro-2H-pyran-4-yl)phenyl)-2-((R)-3-(methyl(5-(5,6,7,8-tetrahydro-1,8-naphthyridin-2-yl)pentyl)amino)pyrrolidin-1-yl)acetic acid